[1,8]Naphthyridine-6-carboxylic acid ethyl ester C(C)OC(=O)C=1C=C2C=CC=NC2=NC1